Methyl (1S,2R,3S,4R)-4-(4-chloro-7H-pyrrolo[2,3-d]pyrimidin-7-yl)-2,3-dihydroxycyclopentane-1-carboxylate ClC=1C2=C(N=CN1)N(C=C2)[C@H]2[C@@H]([C@@H]([C@H](C2)C(=O)OC)O)O